2-(4-fluorophenyl)-3-phenyl-2H-azazine FC1=CC=C(C=C1)N1NC=CC=C1C1=CC=CC=C1